N1=CC(=CC2=CC=CC=C12)CO quinolin-3-ylmethanol